6-Chloro-2-(1-(2,5-difluorophenyl)-4-(trimethylsilyl)but-3-yn-1-yl)-4-fluoroisoindoline-1-one ClC1=CC(=C2CN(C(C2=C1)=O)C(CC#C[Si](C)(C)C)C1=C(C=CC(=C1)F)F)F